BrC=1C=CC=2N(C1)C=NC2C2=NN=C(N2COCC[Si](C)(C)C)C(C)C 3-[6-bromoimidazo[1,5-a]pyridin-1-yl]-5-isopropyl-4-[[2-(trimethylsilyl)ethoxy]methyl]-1,2,4-triazole